(2-methyl-tetrahydro-furan-2-ylmethyl)-6-(6-trifluoromethyl-pyridin-2-yl)-N'-(2-trifluoromethyl-pyridin-4-yl)-[1,3,5]triazine-2,4-diamine CC1(OCCC1)CNC1=NC(=NC(=N1)NC1=CC(=NC=C1)C(F)(F)F)C1=NC(=CC=C1)C(F)(F)F